5-chloro-N-[4-(4-[[2-(dimethylamino)ethyl]amino]-3-methyl-1H-pyrazolo[3,4-d]pyrimidin-6-yl)phenyl]-2-fluorobenzenesulfonamide ClC=1C=CC(=C(C1)S(=O)(=O)NC1=CC=C(C=C1)C1=NC(=C2C(=N1)NN=C2C)NCCN(C)C)F